NC1=C(C=C(C=C1)S(=O)(=O)NC1(CC1)C)NC1=CC=CC=C1 4-amino-3-anilino-N-(1-methylcyclopropyl)benzenesulfonamide